The molecule is a biflavonoid that consists of two units of 5,7,4'-trihydroxyflavanone joined together at position 3 and 3''. It has a role as a plant metabolite. It is a biflavonoid and a hydroxyflavone. C1=CC(=CC=C1[C@@H]2[C@H](C(=O)C3=C(C=C(C=C3O2)O)O)[C@H]4[C@@H](OC5=CC(=CC(=C5C4=O)O)O)C6=CC=C(C=C6)O)O